N=1C=NN2C1C(=CC=C2)C=2NC1=CC=C(C=C1C2C(C)C)C2CCN(CC2)CC(=O)NC 2-(4-(2-([1,2,4]triazolo[1,5-a]pyridin-8-yl)-3-isopropyl-1H-indol-5-yl)piperidin-1-yl)-N-methylacetamide